(S)-6-fluoro-4-(8-fluoro-5-(2-methylazetidin-1-yl)-2-(methylthio) pyrido[4,3-d]pyrimidin-7-yl)-5-((triisopropylsilyl)ethynyl)naphthalen-2-yl trifluoromethanesulfonate FC(S(=O)(=O)OC1=CC2=CC=C(C(=C2C(=C1)C1=C(C=2N=C(N=CC2C(=N1)N1[C@H](CC1)C)SC)F)C#C[Si](C(C)C)(C(C)C)C(C)C)F)(F)F